NC(CCC(=O)[N-]CC1=CC=CC=C1)N Diaminobutyroyl-Benzylamid